NC(CNC1=NC(=C2C(=N1)N(N=C2)C)NC(C2CC2)C2CC2)C2=CC=CC=C2 N6-(2-amino-2-phenyl-ethyl)-N4-(dicyclopropylmethyl)-1-methyl-pyrazolo[3,4-d]pyrimidine-4,6-diamine